C[C@@H]1CN(C[C@@H](N1)C)C1=C(C=C(C(=N1)CNC=1C2=C(N=CN1)NC=C2C2CCOCC2)C)C N-((6-((3R,5S)-3,5-dimethylpiperazin-1-yl)-3,5-dimethylpyridin-2-yl)methyl)-5-(tetrahydro-2H-pyran-4-yl)-7H-pyrrolo[2,3-d]pyrimidin-4-amine